Ethyl (2S)-2-[[(2S)-4-[5-[bis(2-chloroethyl)amino]-1-phenyl-benzimidazol-2-yl]-2-(tert-butoxycarbonylamino)butanoyl]amino]-4-methyl-pentanoate ClCCN(C1=CC2=C(N(C(=N2)CC[C@@H](C(=O)N[C@H](C(=O)OCC)CC(C)C)NC(=O)OC(C)(C)C)C2=CC=CC=C2)C=C1)CCCl